C(C)OC(=C)C1=NC(=NS1)C1=CC(=NC=C1)C 5-(1-ethoxyvinyl)-3-(2-methyl-4-pyridyl)-1,2,4-thiadiazole